OCC(CO)N[C@@H]1[C@@H]([C@H]([C@@H]([C@@](C1)(O)CO)O)O)O (1S,2S,3R,4S,5S)-5-((1,3-dihydroxypropan-2-yl)amino)-1-(hydroxymethyl)cyclohexane-1,2,3,4-tetraol